C1(=CC(=CC=C1)C1=CC2=C(OC3=C2C=C(C=C3)Br)C=C1)C1=CC=CC=C1 2-[1,1'-biphenyl]-3-yl-8-bromodibenzofuran